C(#C)C=1C(=CC=C2C=C(C=C(C12)C1=C(C=2C3=C(N=C(C2C=N1)N1CC2CCC(C1)N2C(=O)OC(C)(C)C)COC32CC2)F)OCOC)F tert-butyl 3-[8-[8-ethynyl-7-fluoro-3-(methoxymethoxy)-1-naphthyl]-9-fluoro-spiro[3H-furo[3,4-c][2,7]naphthyridine-1,1'-cyclopropane]-5-yl]-3,8-diazabicyclo[3.2.1]octane-8-carboxylate